7-ethynyl-1-methyl-1H-imidazo[4,5-c]pyridin-6-amine C(#C)C=1C2=C(C=NC1N)N=CN2C